O[C@H](CCCCCCC(C(=O)OCC)(C)C)[C@@H](CCCCCCC(C(=O)OCC)(C)C)OC diethyl (9R,10R)-9-hydroxy-10-methoxy-2,2,17,17-tetramethyloctadecanedioate